FC(C(=O)O)(F)F.N1CC(C1)C1=CC=C(NC2C(NC(CC2)=O)=O)C=C1 3-[4-(azetidin-3-yl)anilino]piperidine-2,6-dione trifluoroacetic acid salt